Methyl 3-acetamido-4-bromo-6-chloro-2-nitrobenzoate C(C)(=O)NC=1C(=C(C(=O)OC)C(=CC1Br)Cl)[N+](=O)[O-]